The molecule is an unsaturated fatty acyl-CoA that results from the formal condensation of the thiol group of coenzyme A with the carboxy group of (18Z,21Z,24Z,27Z,30Z)-hexatriacontapentaenoic acid. It is an unsaturated fatty acyl-CoA and an ultra-long-chain fatty acyl-CoA. It derives from a (18Z,21Z,24Z,27Z,30Z)-hexatriacontapentaenoic acid. It is a conjugate acid of a (18Z,21Z,24Z,27Z,30Z)-hexatriacontapentaenoyl-CoA(4-). CCCCC/C=C\\C/C=C\\C/C=C\\C/C=C\\C/C=C\\CCCCCCCCCCCCCCCCC(=O)SCCNC(=O)CCNC(=O)[C@@H](C(C)(C)COP(=O)(O)OP(=O)(O)OC[C@@H]1[C@H]([C@H]([C@@H](O1)N2C=NC3=C(N=CN=C32)N)O)OP(=O)(O)O)O